C1(=CC=CC=C1)N=C=O N-phenyliminoketone